tert-butyl (3R,5S)-4-[3-[(2,6-dibenzyloxy-3-pyridyl)-methyl-amino]phenyl]-3,5-dimethyl-piperazine-1-carboxylate C(C1=CC=CC=C1)OC1=NC(=CC=C1N(C=1C=C(C=CC1)N1[C@@H](CN(C[C@@H]1C)C(=O)OC(C)(C)C)C)C)OCC1=CC=CC=C1